(2S,3S)-3-amino-2-methyl-2,3-dihydropyrido[3,2-b][1,4]oxazepine-4(5H)-one hydrochloride Cl.N[C@@H]1C(NC2=C(O[C@H]1C)C=CC=N2)=O